OC1=CC=C(C=C1)/C(=C(\CC)/C1=CC=CC=C1)/C1=CC=C(C=C1)S(=O)(=O)CCCCCN1CCN(CC1)C=1C=C2CN(C(C2=CC1)=O)C1C(NC(CC1)=O)=O (Z)-3-(5-(4-(5-((4-(1-(4-hydroxyphenyl)-2-phenylbut-1-en-1-yl)phenyl)sulfonyl)pentyl)piperazin-1-yl)-1-oxoisoindolin-2-yl)piperidine-2,6-dione